COC=1N=C(C(=NC1C1=CC=CC=2N(C=NC21)C)C(=O)OC)NC2=CC=C(C=C2)N2CCOCC2 methyl 5-methoxy-6-(1-methylbenzimidazol-4-yl)-3-(4-morpholinoanilino)pyrazine-2-carboxylate